6-(3-(Trifluoromethyl)-1H-pyrazol-1-yl)-N2-(2-(trifluoromethyl)pyridin-4-yl)-N4-(1,1,1-trifluoropropan-2-yl)-1,3,5-triazine-2,4-diamine FC(C1=NN(C=C1)C1=NC(=NC(=N1)NC1=CC(=NC=C1)C(F)(F)F)NC(C(F)(F)F)C)(F)F